1-methyl-1,3-dihydrospiro[indene-2,4'-piperidine]-1'-carboxylate CC1C2=CC=CC=C2CC12CCN(CC2)C(=O)[O-]